[7-(1,2,3,4-tetrahydroquinolin-1-yl)-3,4-dihydro-2H-1-benzopyran-4-yl]methylamine N1(CCCC2=CC=CC=C12)C1=CC2=C(C(CCO2)CN)C=C1